C(#N)C[C@@H]1N(CCN(C1)C1=NC(=NC=2C[C@@H](CCC12)N1CCCC2=CC=C(C=C12)F)N1CC(C1)N(C)C)C(=O)OCC1=CC=CC=C1 benzyl (S)-2-(cyanomethyl)-4-((R)-2-(3-(dimethylamino)azetidin-1-yl)-7-(7-fluoro-3,4-dihydroquinolin-1(2H)-yl)-5,6,7,8-tetrahydroquinazolin-4-yl)piperazine-1-carboxylate